2-[3-(3-fluoro-4-methoxyphenyl)-5-methylpyridin-2-yl]ethanone FC=1C=C(C=CC1OC)C=1C(=NC=C(C1)C)CC=O